2-(4-(((1H-Imidazole-1-carbonyl)oxy)methyl)-2-nitrophenoxy)-6-(methoxycarbonyl)tetrahydro-2H-Pyran N1(C=NC=C1)C(=O)OCC1=CC(=C(OC2OC(CCC2)C(=O)OC)C=C1)[N+](=O)[O-]